3-(2,2-Diphenyl-2-((propoxycarbonyl)oxy)acetoxy)spiro[bicyclo[3.2.1]octane-8,1'-pyrrolidin]-8-ium 2,2,2-trifluoroacetate FC(C(=O)[O-])(F)F.C1(=CC=CC=C1)C(C(=O)OC1CC2CCC(C1)[N+]21CCCC1)(OC(=O)OCCC)C1=CC=CC=C1